N1=CC=C2N1CCCC2.[Pt+2] platinum (II) 4,5,6,7-tetrahydropyrazolo[1,5-a]pyridine